C(C1=CC=CC=C1)OC(=O)N1C(CC(CC1)CCN[C@H]1[C@@H](C1)C1=CC=CC=C1)F fluoro-4-(2-((trans-2-phenylcyclopropyl)amino)ethyl)piperidine-1-carboxylic acid benzyl ester